4-(pyridin-2-yl)thiazol-2-amine N1=C(C=CC=C1)C=1N=C(SC1)N